C(#N)CCC[SiH2]CC(OC)OC 3-cyanopropyldimethoxyethylsilane